(3R)-N-(3-Cyano-4-fluorophenyl)-11,11-difluoro-10-hydroxy-3-methyl-1,3,4,7,8,9,10,11-octahydro-2H-pyrido[4',3':3,4]pyrazolo[1,5-a]azepine-2-carboxamide C(#N)C=1C=C(C=CC1F)NC(=O)N1CC=2C(=NN3C2C(C(CCC3)O)(F)F)C[C@H]1C